4-[4-cyano-2-methyl-6-[1-(oxetan-3-ylmethyl)pyrazol-4-yl]indazol-3-yl]-2-(difluoromethoxy)-N-[(1-fluorocyclopropyl)methyl]-6-methoxybenzamide C(#N)C=1C2=C(N(N=C2C=C(C1)C=1C=NN(C1)CC1COC1)C)C1=CC(=C(C(=O)NCC2(CC2)F)C(=C1)OC)OC(F)F